N[C@@H](CC(=O)[O-])C(=O)[O-].[Ca+2] calcium L-aspartate